BrC=1C=C(C=CC1)C[C@@H](C=O)NC(OC(C)(C)C)=O tert-butyl N-[(2S)-1-(3-bromophenyl)-3-oxopropan-2-yl]carbamate